3-bromo-6-(2-(2-methoxyethoxy)ethoxy)thieno[3,2-b]thiophene BrC=1C2=C(SC1)C(=CS2)OCCOCCOC